NC=1C2=C(N=CN1)N(C(=C2C=2C=NN(C2)C)C2=CCC1(CCN(CC1)C(C=C)=O)CC2)C 1-(9-(4-amino-7-methyl-5-(1-methyl-1H-pyrazol-4-yl)-7H-pyrrolo[2,3-d]pyrimidin-6-yl)-3-azaspiro[5.5]undec-8-en-3-yl)prop-2-en-1-one